C1(=CC=CC=C1)CS(=O)(=O)OC1=C(O[C@](C1=O)([2H])C1=C(C=CC=C1)OC)N (R)-2-amino-5-(2-methoxyphenyl)-4-oxo-4,5-dihydrofuran-3-yl-5-d phenylmethanesulfonate